5-(2-(9H-carbazol-9-yl)ethyl)-1,3,4-oxadiazole-2-thiol C1=CC=CC=2C3=CC=CC=C3N(C12)CCC1=NN=C(O1)S